C(C)(C)(C)OC(=O)N1[C@H](C[C@H](C1)N=[N+]=[N-])CC=O.C(C)(C)(C)NS(=O)(=O)C1=CC(=CC=C1)C1=CSC2=C1N=C(N=C2)NC2=CC=C(C=C2)CN2CCOCC2 N-tert-butyl-3-(2-(4-(morpholinomethyl)phenylamino)thieno[3,2-d]pyrimidin-7-yl)benzenesulfonamide tert-butyl-(2R,4R)-4-azido-2-(2-oxoethyl)pyrrolidine-1-carboxylate